CC=1SC(=CN1)COC1=NN(C=C1NC1=NC=CC=N1)C1CCC(CC1)N1C[C@H](O[C@H](C1)C)C N-{3-[(2-methyl-1,3-thiazol-5-yl)methoxy]-1-[(1r,4r)-4-[(2R,6S)-2,6-dimethylmorpholin-4-yl]cyclohexyl]-1H-pyrazol-4-yl}pyrimidin-2-amine